OCCCC1(C(NC2=CC=CC=C12)=O)CCNC(OC(C)(C)C)=O tert-butyl N-{2-[3-(3-hydroxypropyl)-2-oxo-2,3-dihydro-1H-indol-3-yl]ethyl}carbamate